3-((6-fluoro-4-(thiazol-2-yl)-1-tosyl-1H-indol-5-yl)oxy)benzonitrile FC1=C(C(=C2C=CN(C2=C1)S(=O)(=O)C1=CC=C(C)C=C1)C=1SC=CN1)OC=1C=C(C#N)C=CC1